1-(endo-3-((4-((4-([1,2,4]Triazolo[1,5-a]pyridin-7-yloxy)-3-methyl-phenyl)amino)pyrido[3,2-d]pyrimidin-6-yl)oxy)-8-azabicyclo[3.2.1]octan-8-yl)prop-2-en-1-one N=1C=NN2C1C=C(C=C2)OC2=C(C=C(C=C2)NC=2C1=C(N=CN2)C=CC(=N1)OC1CC2CCC(C1)N2C(C=C)=O)C